1-(3-chloro-4-methylphenyl)-3-((2-(2,6-dioxopiperidin-3-yl)-6-methoxy-1-oxoisoindolin-5-yl)methyl)urea ClC=1C=C(C=CC1C)NC(=O)NCC=1C=C2CN(C(C2=CC1OC)=O)C1C(NC(CC1)=O)=O